tris(4-methoxyphenyl)Tris(4-Methoxyphenyl)phosphonium COC1=CC=C(C=C1)C=1C(=C(C(=C(C1)[PH+](C1=CC=C(C=C1)OC)C1=CC=C(C=C1)OC)C1=CC=C(C=C1)OC)C1=CC=C(C=C1)OC)OC